NC=1C2=C(N=CN1)N(C=C2C#CC=2C(=CC(=C(C2)NC(=O)N2OCC[C@@H]2C2=CC(=CC(=C2)F)F)F)C)CC (R)-N-(5-((4-amino-7-ethyl-7H-pyrrolo[2,3-d]pyrimidin-5-yl)ethynyl)-2-fluoro-4-methylphenyl)-3-(3,5-difluorophenyl)isoxazolidin-2-carboxamide